(2S,4R)-tert-butyl 4-(benzyl(methyl)amino)-2-(((methylsulfonyl)oxy)methyl)pyrrolidine-1-carboxylate C(C1=CC=CC=C1)N([C@@H]1C[C@H](N(C1)C(=O)OC(C)(C)C)COS(=O)(=O)C)C